Cl.ClC=1C=CC(=NC1)C1(OC2=C(O1)C=CC=C2C2CCNCC2)C 5-chloro-2-(2-methyl-4-(piperidin-4-yl)benzo[d][1,3]dioxol-2-yl)pyridine HCl salt